3-(8-(((3S,4R)-3-fluoro-1-methylpiperidin-4-yl)amino)-3-(2,2,2-trifluoroethyl)indolizin-2-yl)propynealdehyde F[C@H]1CN(CC[C@H]1NC1=CC=CN2C(=C(C=C12)C#CC=O)CC(F)(F)F)C